BrC1=C(C=C2C(=C(C(=NC2=C1F)C1=CC(=CC=C1)CN(C)C)C#N)N1CCN(CC1)C(=O)OC(C)(C)C)Cl tert-butyl 4-(7-bromo-6-chloro-3-cyano-2-(3-((dimethylamino)methyl)phenyl)-8-fluoroquinolin-4-yl)piperazine-1-carboxylate